FC1=NC(=CC=C1N1CCN(CC1)CC=1C(=CC=2C3=C(C(NC2C1)=O)C(=NO3)C)F)C(NC)=O 7-((4-(2-fluoro-6-(methylcarbamoyl)pyridin-3-yl)piperazin-1-yl)methyl)-3-methyl-8-fluoroisoxazolo[4,5-c]quinolin-4(5H)-one